C(C)(=O)C=1C=C(C=C2C(C(=C(OC12)N1CCOCC1)C)=O)C 8-acetyl-3,6-dimethyl-2-morpholino-chromen-4-one